CC1=CC(=CC=C1)C=O toluene-3-Al